C(CCC)[C@@]1(CS(C2=C(N(C1)C1=CC=C(C=C1)F)C=C(C(=C2)OCC(=O)O)SC)(=O)=O)CC (S)-2-((3-butyl-3-ethyl-5-(4-fluorophenyl)-7-(methylthio)-1,1-dioxido-2,3,4,5-tetrahydro-1,5-benzothiazepin-8-yl)oxy)acetic acid